4,4,5,5-tetramethyl-2-(2-(6-phenyldibenzo[b,d]furan-4-yl)phenyl)-1,3,2-dioxaborolane CC1(OB(OC1(C)C)C1=C(C=CC=C1)C1=CC=CC2=C1OC1=C2C=CC=C1C1=CC=CC=C1)C